4-methoxyphenyl(methyl)pyridin-2-amine COC1=CC=C(C=C1)C1=C(C(=NC=C1)N)C